BrC=1C(=CC(=C(OCCN2CCCC2)C1)C=1OC2=C(C=CC=C2C(C1)=O)Cl)C (2R)-1-[2-[5-Bromo-2-(8-chloro-4-oxochromen-2-yl)-4-methylphenoxy]ethyl]pyrrolidin